Cl.NC[C@@H](CC(=O)OC)C methyl (R)-4-amino-3-methylbutanoate hydrochloride